FC=1C=C(C=CC1F)[C@@H]1CC(O[C@@H]1CI)=O cis-4-(3,4-difluorophenyl)-5-(iodomethyl)tetrahydrofuran-2-one